oleyl cetyl ether sulfate sodium salt [Na+].S(=O)(=O)([O-])[O-].C(CCCCCCCCCCCCCCC)OCCCCCCCC\C=C/CCCCCCCC.[Na+]